6-(1-methyl-1H-pyrazol-4-yl)pyrazolo[1,5-a]pyridin-2-amine CN1N=CC(=C1)C=1C=CC=2N(C1)N=C(C2)N